ClC1=NC=C(C(=C1)C1=C(C=NC(=C1)C)C(=O)NC=1SC2=C(N1)CN(C2)C(=O)C2CC(C2)CC(F)F)OC 2'-Chloro-N-(5-(3-(2,2-difluoro-ethyl)cyclobutane-1-carbonyl)-5,6-dihydro-4H-pyrrolo[3,4-d]thiazol-2-yl)-5'-methoxy-6-methyl-[4,4'-bipyridine]-3-carboxamide